Cl.NC\C=C(\CN1C=NC2=C1C=C(C=C2C2=CC=C(C=C2)S(=O)(=O)N(C)C)C(F)(F)F)/F (Z)-4-(1-(4-amino-2-fluorobut-2-en-1-yl)-6-(trifluoromethyl)-1H-benzo[d]imidazol-4-yl)-N,N-dimethylbenzenesulfonamide Hydrochloride